ClC1=C(C=CC=C1)[C@]1([C@H](CCCC1)NCC1=CC=NC=C1)NC (1R,2S)-1-(2-chlorophenyl)-N1-methyl-N2-(pyridine-4-ylmethyl)cyclohexane-1,2-diamine